(4-hydroxyphenyl)-2,2':6',2''-terpyridine OC1=CC=C(C=C1)C=1C(=NC=CC1)C1=NC(=CC=C1)C1=NC=CC=C1